6-(4-cyclopropyl-6-methoxypyrimidin-5-yl)-1-(4-(1-(2-fluoroethyl)-4-(trifluoromethyl)-1H-imidazol-2-yl)benzyl)-1H-pyrazolo[3,4-d]pyrimidine C1(CC1)C1=NC=NC(=C1C1=NC=C2C(=N1)N(N=C2)CC2=CC=C(C=C2)C=2N(C=C(N2)C(F)(F)F)CCF)OC